C(C1=CC=CC=C1)(C1=CC=CC=C1)NC1CCC(CC1)(O)C (1r,4r)-4-(benzhydrylamino)-1-methylcyclohexan-1-ol